methyl ((3S,5R,8R,9S,10S,12R,13S,14S,17R)-12,14-dihydroxy-10,13-dimethyl-17-(5-oxo-2,5-dihydrofuran-3-yl)hexadecahydro-1H-cyclopenta[a]phenanthren-3-yl)(methyl)carbamate O[C@H]1[C@@]2([C@H](CC[C@@]2([C@@H]2CC[C@@H]3C[C@H](CC[C@@]3([C@H]2C1)C)N(C(OC)=O)C)O)C=1COC(C1)=O)C